CC(C(=O)NCC=1C=CC(=C(C(=O)NC2=C3C=NN(C3=CC=C2)C2=CC=C(C=C2)F)C1)C(F)(F)F)(C)C 5-{[(2,2-Dimethylpropionyl)amino]methyl}-N-[1-(4-fluorophenyl)-1H-indazol-4-yl]-2-(trifluoromethyl)benzamide